OCC(CO)C 1,3-dihydroxy-2-methylpropan